C(=O)(OC(C)(C)C)N1CCC(CC1)Br N-boc-4-bromopiperidine